methyl 1-(4-((trimethylsilyl)ethynyl)benzyl)piperidine-4-carboxylate C[Si](C)(C)C#CC1=CC=C(CN2CCC(CC2)C(=O)OC)C=C1